ClC1=C(C2=C(C=N1)C(=CN2C2CC2)N2CC1CCC(C2)N1C(=O)OC(C)(C)C)F Tert-butyl 3-(6-chloro-1-cyclopropyl-7-fluoro-1H-pyrrolo[3,2-c]pyridin-3-yl)-3,8-diazabicyclo[3.2.1]octane-8-carboxylate